7-chloro-2-(1-hydroxy-2-methylpropan-2-yl)-1-(methyl-d3)-5-phenyl-1,5-dihydro-4H-imidazo[4,5-c]quinolin-4-one ClC=1C=CC=2C3=C(C(N(C2C1)C1=CC=CC=C1)=O)N=C(N3C([2H])([2H])[2H])C(CO)(C)C